CC=1C=CC(=NC1)N1N=CC(=C1)B1OC(C(O1)(C)C)(C)C 5-Methyl-2-(4-(4,4,5,5-tetramethyl-1,3,2-dioxaborolan-2-yl)-1H-pyrazol-1-yl)pyridine